ClC1=C(C=CC(=C1)Cl)N(C(C(=O)OCC)=O)C=1C=C(SC1[N+](=O)[O-])C(=O)OC methyl 4-(N-(2,4-dichlorophenyl)-2-ethoxy-2-oxoacetamido)-5-nitrothiophene-2-carboxylate